CC1(CC1)C=1C=C(C=CC1)C(C)O 1-(3-(1-methylcyclopropyl)phenyl)ethan-1-ol